C(C)(C)(C)N(C(O)=O)[C@H](CO)CCCO[Si](C1=CC=CC=C1)(C1=CC=CC=C1)C(C)(C)C.CC=1N(C(=CC1)C)C=1SC=CN1 2-(2,5-dimethyl-1H-pyrrol-1-yl)thiazol tert-butyl-N-[(2S)-5-[(tert-butyldiphenylsilyl)oxy]-1-hydroxypentan-2-yl]carbamate